1-cyclobutanepropanoic acid C1(CCC1)CCC(=O)O